C(#N)C1=C(OC=2C=C3C(N(C=NC3=CC2)C2CC3(C2)CCN(CC3)C(=O)OC(C)(C)C)=O)C(=CC=C1NS(=O)(=O)C1CCCC1)F tert-butyl 2-[6-[2-cyano-3-(cyclopentylsulfonylamino)-6-fluoro-phenoxy]-4-oxo-quinazolin-3-yl]-7-azaspiro[3.5]nonane-7-carboxylate